6-fluoro-1-(4-(morpholinomethyl)phenyl)-5,5-dioxo-1,4-dihydrothiochromeno[4,3-c]pyrazole FC1=CC=CC2=C1S(CC1=C2N(N=C1)C1=CC=C(C=C1)CN1CCOCC1)(=O)=O